C(=O)(O)CC1=CC(=C(C(=O)NC=2C(=NC=CC2)C(=O)O)C=C1O)O 3-(4-(carboxymethyl)-2,5-dihydroxybenzoylamino)picolinic acid